o-isopropyl-m-sulfonyl-pyridine C(C)(C)C1N=CC=CC1=S(=O)=O